3,5-diamino-4-chlorobenzoic acid NC=1C=C(C(=O)O)C=C(C1Cl)N